O[C@@H]([C@@H](C)C=1C(=C(C=C(C1)O)O)CCCCCCO)C |r| 5-((2SR,3RS)-3-hydroxybutan-2-yl)-4-(6-hydroxyhexyl)benzene-1,3-diol